hexafluorophosphate-methanaminium C[NH3+].F[P-](F)(F)(F)(F)F